CC=1C(=C(C=C(C1)C(F)(F)F)O)C=1C=CC=2C(N1)=NN(C2)C2CCC=1N(C2)C=C(N1)C 3-methyl-2-(2-(2-methyl-5,6,7,8-tetrahydroimidazo[1,2-a]pyridin-6-yl)-2H-pyrazolo[3,4-b]pyridin-6-yl)-5-(trifluoromethyl)phenol